C1(=CC=CC=C1)\C=C\C1=CC=CC=C1 trans-1,2-diphenyl-ethylene